trans-2-[4-[5-(Methoxymethyl)-4-(4-methylphenyl)-1,2,4-triazol-3-yl]cyclohexyl]oxypyrazine COCC=1N(C(=NN1)[C@@H]1CC[C@H](CC1)OC1=NC=CN=C1)C1=CC=C(C=C1)C